CNCCCCCCCC N-methyl-octane-1-amine